N-(3',5'-di-tert-butyl-[1,1'-biphenyl]-3-yl)-[1,1':2',1'':3'',1'''-quaterphenyl]-2,3,4,5,6-d5-5''-amine C(C)(C)(C)C=1C=C(C=C(C1)C(C)(C)C)C1=CC(=CC=C1)NC=1C=C(C=C(C1)C=1C(=CC=CC1)C1=C(C(=C(C(=C1[2H])[2H])[2H])[2H])[2H])C1=CC=CC=C1